5-(hydroxymethyl)pyridin OCC=1C=CC=NC1